F[C@H]1CN(C[C@@H]([C@H]1NC(=O)C1=CC(=CC=2N(C=NC21)CC(F)(F)F)C#CCNC2=C(C=C(C=C2)S(=O)(=O)C)C(F)F)C)C N-[(3S,4R,5S)-3-fluoro-1-methyl-5-methyl-4-piperidyl]-6-{3-[2-(difluoromethyl)-4-mesylphenylamino]-1-propynyl}-1-(2,2,2-trifluoroethyl)-1H-1,3-benzimidazole-4-carboxamide